C(C)N1C[C@@H](CCC1)NC=1N=NC(=C2C1C=NC=C2)C2=C(C=C(C=C2)C(F)(F)F)O (R)-2-(4-((1-ethylpiperidin-3-yl)amino)pyrido[3,4-d]pyridazin-1-yl)-5-(trifluoromethyl)phenol